N=1C=NN2C1C=C(C=C2)OC2=CC(=C(C=C2F)NC2=NC=NC1=CC(=C(C=C21)NC(/C(=C\[C@@H]2N(CCC2)C)/F)=O)OC)OC([2H])([2H])[2H] (R,E)-N-(4-((4-([1,2,4]triazolo[1,5-a]pyridin-7-yloxy)-5-fluoro-2-(methoxy-d3)phenyl)amino)-7-methoxyquinazolin-6-yl)-2-fluoro-3-(1-methylpyrrolidin-2-yl)acrylamide